FI1OC(C2=C1C=CC=C2)(C)C 1-fluoro-3,3-dimethyl-1,2-benziodoxolane